CC(C)(C)OC(=O)NCC(=O)OCC1=CC(=C(C=C1)C1=NN2C(N=CC=C2)=C1C(N[C@@H]1C(NC2=C(C(=N1)C1=CC=CC=C1)C=CC=C2F)=O)=O)F [3-Fluoro-4-[3-[[(3S)-9-fluoro-2-oxo-5-phenyl-1,3-dihydro-1,4-benzodiazepin-3-yl]carbamoyl]pyrazolo[1,5-a]pyrimidin-2-yl]phenyl]methyl 2-[(2-methylpropan-2-yl)oxycarbonylamino]acetate